5-nitro-2-(((tetrahydro-2H-pyran-4-yl)oxy)phenyl)-2H-tetrazole [N+](=O)([O-])C=1N=NN(N1)C1=C(C=CC=C1)OC1CCOCC1